(2,2,2-trifluoroethyl) trifluoroethyl ether FC(COCC(F)(F)F)(F)F